NC1=NC2=CC=CC=C2C=C1C(=O)N(CCC)CCC 2-amino-N,N-dipropylquinoline-3-carboxamide